1-phenyl-hexyne C1(=CC=CC=C1)C#CCCCC